methyl 1-(5-(3-chloro-4-cyclopropylphenyl)-2,3-dihydro-1H-inden-1-yl)azetidine-3-carboxylate ClC=1C=C(C=CC1C1CC1)C=1C=C2CCC(C2=CC1)N1CC(C1)C(=O)OC